4-bis(4-methoxyphenyl)amino-phenylboronic acid COC1=CC=C(C=C1)N(C1=CC=C(C=C1)B(O)O)C1=CC=C(C=C1)OC